15,17-diamino-2,3-dimethyl-4,14,17-trioxo-7,10-dioxa-3,13-diaza-heptadecane-1-oic acid NC(C(NCCOCCOCCC(N(C(C(=O)O)C)C)=O)=O)CC(=O)N